P(=O)(OC1=C2C(=CNC2=CC=C1)CC[NH+](C)C)([O-])[O-] 3-(2-(Dimethylazaniumyl)ethyl)-1H-indol-4-yl phosphate